2,2-difluoro-1-[6-(2,2,2-trifluoroethoxy)pyrimidin-4-yl]ethanol FC(C(O)C1=NC=NC(=C1)OCC(F)(F)F)F